N2-(4-isobutylphenyl)-N5-(pyridin-3-yl)pyrimidine-2,5-diamine C(C(C)C)C1=CC=C(C=C1)NC1=NC=C(C=N1)NC=1C=NC=CC1